NC1=NC=C(C(=C1C1=CC=C(C=C1)O)CC)C=1C=C2C=NNC2=CC1 4-[2-amino-4-ethyl-5-(1H-indazol-5-yl)-3-pyridyl]-phenol